FC(OC1=C(C(=C(C=C1)C1=CN=C2N1C=CN=C2NC2=CC(=C(C(=O)NCCC(=O)NCCN(C)C)C=C2)CC)F)F)F 4-[[3-[4-(difluoromethoxy)-2,3-difluorophenyl]imidazo[1,2-a]pyrazin-8-yl]amino]-N-[3-[2-(dimethylamino)ethylamino]-3-oxopropyl]-2-ethylbenzamide